2-((1s,4s)-4-((2-((2-(1-(2,2-Difluoroethyl)-1H-pyrazol-4-yl)pyrimidin-4-yl)amino)-5-(1-(2,2,2-trifluoroethyl)-1H-pyrazol-3-yl)pyridin-4-yl)amino)cyclohexyl)ethan-1-ol FC(CN1N=CC(=C1)C1=NC=CC(=N1)NC1=NC=C(C(=C1)NC1CCC(CC1)CCO)C1=NN(C=C1)CC(F)(F)F)F